FC([C@H](CC(=O)O)O)(F)F (S)-4,4,4-trifluoro-3-hydroxybutanoic acid